S1C(=NC2=C1C=CC=C2)NC(=O)C=2C=CC=C1CCN(CC21)C2=CC=C(C(=N2)C(=O)NS(=O)(=O)CCCCCC(=O)OCC)C=2C=NN(C2C)C 1-Ethyl 6-(N-(6-(8-(benzo[d]thiazol-2-ylcarbamoyl)-3,4-dihydroisoquinolin-2(1H)-yl)-3-(1,5-dimethyl-1H-pyrazol-4-yl)picolinoyl)sulfamoyl)hexanoate